2-[4-(5-amino-4-cyano-1-isopropylpyrazol-3-yl)phenyl]propionic acid methyl ester COC(C(C)C1=CC=C(C=C1)C1=NN(C(=C1C#N)N)C(C)C)=O